2-[3-(trifluoromethoxy)phenoxy]Pyrimidin-5-amine FC(OC=1C=C(OC2=NC=C(C=N2)N)C=CC1)(F)F